CC1=NN(C=C1NC1=NC=C(C(=N1)NCCCN1CCOCC2(CCC2)C1=O)C(F)(F)F)C1CCN(CC1)C 9-(3-((2-((3-Methyl-1-(1-methylpiperidin-4-yl)-1H-pyrazol-4-yl)amino)-5-(trifluoromethyl)pyrimidin-4-yl)amino)propyl)-6-oxa-9-azaspiro[3.6]decan-10-on